2-(((R)-1-(3-cyano-2-((R)-3,3-difluoro-4-methoxypyrrolidin-1-yl)-7-methyl-4-oxo-4H-pyrido[1,2-a]pyrimidin-9-yl)ethyl)amino)benzoic acid C(#N)C1=C(N=C2N(C1=O)C=C(C=C2[C@@H](C)NC2=C(C(=O)O)C=CC=C2)C)N2CC([C@@H](C2)OC)(F)F